C(C1=CC=CC=C1)OC1=CC=C(C(=O)N2C3N(C(CC2)=O)[C@H](C(N(C3)CC(CC)C)=O)C)C=C1 (6S)-1-(4-(benzyloxy)benzoyl)-6-methyl-8-(2-methylbutyl)tetrahydro-1H-pyrazino[1,2-a]pyrimidine-4,7(6H,8H)-dione